1-((1-acryloyl-3-fluoroazetidin-3-yl)methyl-d2)-7-chloro-6-(4,5-dimethylpyridin-3-yl)-4-(2-isopropyl-4-methylpyridin-3-yl)-1,4-dihydropyrido[2,3-b]pyrazine-2,3-dione C(C=C)(=O)N1CC(C1)(F)C(N1C2=C(N(C(C1=O)=O)C=1C(=NC=CC1C)C(C)C)N=C(C(=C2)Cl)C=2C=NC=C(C2C)C)([2H])[2H]